FC(S(=O)(=O)OC=1C=C2C[C@H](N([C@@H](C2=CC1)C1=C(C=C(C=C1F)C=C1CN(C1)CCCF)F)CC(F)(F)F)C)(F)F (1S,3R)-1-(2,6-Difluoro-4-((1-(3-fluoropropyl)azetidin-3-ylidene)methyl)phenyl)-3-methyl-2-(2,2,2-trifluoroethyl)-1,2,3,4-tetrahydroisoquinolin-6-yl trifluoromethanesulfonate